4-[2,2,2-Trifluoro-1-(4-fluorophenyl)ethyl]piperazine FC(C(C1=CC=C(C=C1)F)N1CCNCC1)(F)F